BrC1=NN(C(=N1)Br)CCC 3,5-dibromo-1-propyl-1,2,4-triazole